3-(4-chlorophenyl)-1-[3-(2-methylphenyl)phenyl]Urea ClC1=CC=C(C=C1)NC(NC1=CC(=CC=C1)C1=C(C=CC=C1)C)=O